Ethyl-{[4-bromo-1-(2,3-difluorophenyl)-5-phenyl-1H-pyrazol-3-yl]sulfonyl}acetat C(C)OC(CS(=O)(=O)C1=NN(C(=C1Br)C1=CC=CC=C1)C1=C(C(=CC=C1)F)F)=O